3-(2-(5-(4-fluorobenzylidene)-3-(4-tert-butylphenyl)-4-oxothiazolidin-2-ylidene)hydrazono)-5-chloroindol-2-one FC1=CC=C(C=C2C(N(C(S2)=NN=C2C(NC3=CC=C(C=C23)Cl)=O)C2=CC=C(C=C2)C(C)(C)C)=O)C=C1